OCCC1=CC=C(OCC(CC(=O)OCC2=CC=CC=C2)N2CCCCC2)C=C1 Benzyl 4-(4-(2-hydroxyethyl) phenoxy)-3-(piperidin-1-yl)butanoate